CC=1C(CCN(C1)C1=NC=C(C=N1)C(F)(F)F)C(=O)NO[C@H](C)C1=CNC(C(=C1)C(F)(F)F)=O 5-methyl-N-((R)-1-(6-oxo-5-(trifluoromethyl)-1,6-dihydropyridin-3-yl)ethoxy)-1-(5-(trifluoromethyl)pyrimidin-2-yl)-1,2,3,4-tetrahydropyridine-4-carboxamide